(2-bromo-5-chlorothiophen-3-yl)methyl cyclopentyl(methyl)carbamate C1(CCCC1)N(C(OCC1=C(SC(=C1)Cl)Br)=O)C